1-[2-methyl-4-(trifluoromethyl)pyrazol-3-yl]Methylamine CN1N=CC(=C1CN)C(F)(F)F